sodium magnesium sodium [Na].[Mg].[Na]